3-fluoro-4-(methylcyclohexyloxy)styrene FC=1C=C(C=C)C=CC1OC1(CCCCC1)C